C(C)(C)(C)[Si](C)(C)OC1=CC(=CC(=C1)C1(CC1)C)F tert-butyl(3-fluoro-5-(1-methylcyclopropyl)phenoxy)dimethylsilane